CC=1C(=CC=2C(CC(C(C2C1)(C)C)C)(C)C)/C(=C/OC(F)(F)F)/O[Si](C(C)C)(C(C)C)C(C)C (Z)-((1-(3,5,5,6,8,8-hexamethyl-5,6,7,8-tetrahydronaphthalen-2-yl)-2-(trifluoromethoxy)vinyl)oxy)triisopropylsilane